1-Undecyl-1-ethylpyrrolidinium chlorid tert-butyl-((6-(1-isopropyl-4-(trifluoromethyl)-1H-imidazol-2-yl)pyridin-3-yl)methyl)(methyl)carbamate C(C)(C)(C)OC(N(C)CC=1C=NC(=CC1)C=1N(C=C(N1)C(F)(F)F)C(C)C)=O.[Cl-].C(CCCCCCCCCC)[N+]1(CCCC1)CC